N-[3-[2-(difluoromethoxy)-5-[3-[5-(methylaminomethyl)pyrazol-1-yl]phenoxy]phenyl]-1-methyl-pyrazol-4-yl]pyrazolo[1,5-a]pyrimidine-3-carboxamide FC(OC1=C(C=C(C=C1)OC1=CC(=CC=C1)N1N=CC=C1CNC)C1=NN(C=C1NC(=O)C=1C=NN2C1N=CC=C2)C)F